2-Bromo-5-ethyl-6-(piperazin-1-yl)pyrazolo[1,5-a]pyrimidin-7(4H)-one BrC1=NN2C(NC(=C(C2=O)N2CCNCC2)CC)=C1